(S)-quinuclidin-3-yl (7-(3-(methoxymethoxy)phenyl)-3,3-dimethylchroman-4-yl)carbamate COCOC=1C=C(C=CC1)C1=CC=C2C(C(COC2=C1)(C)C)NC(O[C@@H]1CN2CCC1CC2)=O